1-((2-(1,5-dimethyl-1H-pyrazol-4-yl)-5H-imidazo[4,5-c]pyridin-5-yl)methyl)-1H-benzo[d][1,2,3]triazole CN1N=CC(=C1C)C=1N=C2C(=CN(C=C2)CN2N=NC3=C2C=CC=C3)N1